di(imidazol-1-yl)methanimine N1(C=NC=C1)C(=N)N1C=NC=C1